ClC1=NN2C(C(=N1)NC1CCCC1)=CC=C2C[C@@H]2O[C@@H]([C@H]([C@H]2O)O)CO (2S,3R,4S,5R)-2-((2-Chloro-4-(cyclopentylamino)pyrrolo[2,1-f][1,2,4]triazine-7-yl)methyl)-5-(hydroxymethyl)tetrahydrofuran-3,4-diol